2-((2-(1,1-dioxido-2,3-dihydro-4H-benzo[b][1,4]thiazin-4-yl)-2-oxoethyl)amino)-4,6-bis(trifluoromethyl)nicotinonitrile O=S1(C2=C(N(CC1)C(CNC1=C(C#N)C(=CC(=N1)C(F)(F)F)C(F)(F)F)=O)C=CC=C2)=O